FCCC1CC(NC1CCO)=O 4-(2-fluoroethyl)-5-(hydroxyethyl)pyrrolidin-2-one